O[C@@H]1CC[C@H](CC1)C(=O)O trans-4-hydroxycyclohexyl-carboxylic acid